tert-butyl 4-[5-[3-[2,6-difluoro-3-(propylsulfonylamino)benzoyl]-1H-pyrrolo[2,3-b]pyridin-5-yl]pyrimidin-2-yl]piperazine-1-carboxylate FC1=C(C(=O)C2=CNC3=NC=C(C=C32)C=3C=NC(=NC3)N3CCN(CC3)C(=O)OC(C)(C)C)C(=CC=C1NS(=O)(=O)CCC)F